ethyl 3-(tert-butoxymethyl)-1-(3-oxobutyl)-1H-pyrazole-4-carboxylate C(C)(C)(C)OCC1=NN(C=C1C(=O)OCC)CCC(C)=O